4-bromo-7-aza-indole BrC1=C2C=CNC2=NC=C1